C(=O)[O-] Z-format